ClC1=CC(=C(C=2OC3(CCC(CC3)C=O)OC21)C)C(=O)O 4-chloro-4'-formyl-7-methylspiro[1,3-benzodioxole-2,1'-cyclohexane]-6-carboxylic acid